C1CCC2=NC3=C(C(=C21)NC(=O)N=S(=O)(N)C=2SC(=C(C2)C(C)(C)O)C)CCC3 N'-((1,2,3,5,6,7-hexahydrodicyclopenta[b,e]pyridin-8-yl)carbamoyl)-4-(2-hydroxypropan-2-yl)-5-methylthiophene-2-sulfonimidamide